ClC1C(COC(C=C)=O)(C=C(C(=C1)Cl)C)C 2,4-dichloro-1,5-dimethylbenzylacrylate